ClC1=C(C=CC(=C1)F)CC(=O)N1CC(CCC1CC)C(=O)O 1-(2-(2-chloro-4-fluorophenyl)acetyl)-6-ethylpiperidine-3-carboxylic acid